1-methyl-4-{6-methyl-7-oxo-2-phenyl-1H-pyrrolo[2,3-c]pyridin-4-yl}-5-phenylpyridin-2-one CN1C(C=C(C(=C1)C1=CC=CC=C1)C=1C2=C(C(N(C1)C)=O)NC(=C2)C2=CC=CC=C2)=O